C(C1=CC=CC=C1)N1CCC(CC1)C1=C(C(=O)N)C=CC(=C1)I (1-benzylpiperidin-4-yl)-4-iodobenzamide